C(C)(C)(C)N1N=CC(=C1)C1=C(C(=O)OC)C=C(C=C1)NC(=O)C1(CC1)C1=C(C=C(C=C1)C(F)(F)F)F Methyl 2-(1-tert-butyl-1H-pyrazol-4-yl)-5-[({1-[2-fluoro-4-(trifluoromethyl) phenyl]cyclopropyl}carbonyl) amino]benzoate